3-Methyl-1-(pyrimidin-5-yl)-8-(p-tolyl)-1,3-dihydro-2H-imidazo[4,5-c]quinolin-2-imine CN1C(N(C2=C1C=NC=1C=CC(=CC21)C2=CC=C(C=C2)C)C=2C=NC=NC2)=N